1-[(3S,5R)-5-[(difluoromethoxy)methyl]-1-(prop-2-enoyl)pyrrolidin-3-yl]-5-(methylamino)pyrazole-4-carboxamide FC(OC[C@H]1C[C@@H](CN1C(C=C)=O)N1N=CC(=C1NC)C(=O)N)F